ClC=1C=C(C=NC1C)NC(=O)[C@@H]1[C@H]2C[C@@H]([C@@H]([C@@H]1C1=CC(=NC=C1)C)O2)O (1R,2S,3S,4R,5S)-N-(5-chloro-6-methylpyridin-3-yl)-5-hydroxy-3-(2-methylpyridine-4-yl)-7-oxabicyclo[2.2.1]Heptane-2-carboxamide